N1C=C(C2=CC=CC=C12)C=C(C(CCC1=CC(=C(C=C1)O)OC)=O)C(CCC1=CC(=C(C=C1)O)OC)=O 4-((1H-indol-3-yl)methylene)-1,7-bis(4-hydroxy-3-methoxyphenyl)heptane-3,5-dione